C(CCCCCCC\C=C/C\C=C/CCCCC)OC(C)(CN1CCN(CC1)C)OCCCCCCCC\C=C/C\C=C/CCCCC 2,2-bis(linoleyloxy)-3-(N-methylpiperazino)propane